2,5-dimethylbenzoyl ketone CC1=C(C(=O)C(=O)C(C2=C(C=CC(=C2)C)C)=O)C=C(C=C1)C